N-(PHTHALAZIN-1-YLMETHYL)AMIDE C1(=NN=CC2=CC=CC=C12)C[NH-]